(1R,4s)-4-(8-(2,6-dichloro-4-cyanophenylamino)-2-((1S,3S)-3-hydroxycyclopentylamino)-9H-purin-9-yl)-1-methylcyclohexanecarboxamide ClC1=C(C(=CC(=C1)C#N)Cl)NC=1N(C2=NC(=NC=C2N1)N[C@@H]1C[C@H](CC1)O)C1CCC(CC1)(C(=O)N)C